Methyl 9-Hydroxynona-4,7-diynoate OCC#CCC#CCCC(=O)OC